FC1=CC(=NC=C1)C=1C=NC(=CC1)NC(CCC(=O)N1C=2N(CCC1)N=C(C2)C)=O N-(4-fluoro-2,3'-bipyridin-6'-yl)-4-(2-methyl-6,7-dihydropyrazolo[1,5-a]pyrimidin-4(5H)-yl)-4-oxobutanamide